P(O)(=O)(OP(=O)(O)O)OC[C@@H]1[C@H]([C@H]([C@@H](O1)N1C=NC=2C(O)=NC=NC12)O)O inosine-5'-diphosphate